The molecule is a 2-(4-isopropyl-4-methyl-5-oxo-4,5-dihydro-1H-imidazol-2-yl)-5-methylbenzoic acid in which the chiral centre has R configuration. It is an enantiomer of a 6-[(4S)-4-isopropyl-4-methyl-5-oxo-2-imidazolin-2-yl]-m-toluic acid. CC1=CC(=C(C=C1)C2=N[C@](C(=O)N2)(C)C(C)C)C(=O)O